3-((2-methylpyridin-4-yl)amino)-N-(4-(pyridin-4-ylamino)phenyl)benzamide CC1=NC=CC(=C1)NC=1C=C(C(=O)NC2=CC=C(C=C2)NC2=CC=NC=C2)C=CC1